5-[(tert-butyldimethylsilyl)oxy]Pyridin-2-ol [Si](C)(C)(C(C)(C)C)OC=1C=CC(=NC1)O